4-(3-acrylamidophenylamino)-5-fluoro-2-(3,4-dimethoxyphenylamino)-pyrimidine C(C=C)(=O)NC=1C=C(C=CC1)NC1=NC(=NC=C1F)NC1=CC(=C(C=C1)OC)OC